CC1OCCC1=O 2-methyldihydro-3(2H)-furanone